C(\C=C\C1=CC=C(C=C1)O)(=O)OC[C@H]([C@H]([C@@H]([C@](C(=O)C(C1=CC(O)=C(O)C(O)=C1)=O)(O)C(C1=CC(O)=C(O)C(O)=C1)=O)O)O)O 6-O-p-Coumaroyl-1,2-digalloylglucose